CO[C@H]1[C@@H](O[C@@H]([C@H]1O)CO)N1C(=O)NC(=O)C=C1 2'-O-Methyl-Uridine